[Pd+2].C(C)(C)(C)N1C(N(CC1)C(C)(C)C)=P(C1=CC=CC=C1)(C1=CC=CC=C1)C1=CC=CC=C1 (1,3-di-tert-butylimidazolin-2-ylidene)(triphenylphosphine) palladium (II)